1-[4-(2,3-Dichlorophenyl)piperidin-1-yl]-2-{3-[(2R,6S)-2,6-dimethylmorpholin-4-carbonyl]-5,6-dihydrocyclopenta[c]pyrazol-1(4H)-yl}ethan-1-on ClC1=C(C=CC=C1Cl)C1CCN(CC1)C(CN1N=C(C2=C1CCC2)C(=O)N2C[C@H](O[C@H](C2)C)C)=O